BrCC=1C=C(C=CC1)C1(CCCCC1)C(=O)OCC ethyl 1-(3-(bromomethyl)phenyl)cyclohexane-1-carboxylate